Cl.C(C)C=1SCCN1 ethyl-thiazoline hydrochloride